C1(=C(C(=C(C=2C3=CC=CC=C3CC12)C(=O)O)C(=O)O)C(=O)O)C(=O)O fluorenetetracarboxylic acid